(4-amino-1-(5-(4-chloro-2-methoxyphenyl)imidazo[2,1-b][1,3,4]thiadiazol-2-yl)piperidin-4-yl)methanol NC1(CCN(CC1)C1=NN2C(S1)=NC=C2C2=C(C=C(C=C2)Cl)OC)CO